BrC=1C=C(C=CC1)C1=CC=2N(C(C(=CN2)CN(C(OC(C)(C)C)=O)CCO)=O)C=C1 tert-butyl ((8-(3-bromophenyl)-4-oxo-4H-pyrido[1,2-a]pyrimidin-3-yl) methyl)(2-hydroxyethyl)carbamate